C(CCCCCCCCCCCCCCCCCCC)OC(CCCCCCCCCCCCCCCCCCC)=O eicosanoic acid eicosyl ester